C1(CC1)C1=NC=NC(=C1C=1N=CC=2OCCN(C2N1)CC1=NC=C(C=N1)C=1N(C=C(N1)C(F)(F)F)C)OC 2-(4-Cyclopropyl-6-methoxypyrimidin-5-yl)-8-((5-(1-methyl-4-(trifluoromethyl)-1H-imidazole-2-yl)pyrimidin-2-yl)methyl)-7,8-dihydro-6H-pyrimido[5,4-b][1,4]oxazine